5-Benzyl-2-hydroxybenzoic acid C(C1=CC=CC=C1)C=1C=CC(=C(C(=O)O)C1)O